(E)-2-methyl-3-phenyl-prop-2-en-1-ol C/C(/CO)=C\C1=CC=CC=C1